3-[(4S)-4-[2-[5-[[6,7-difluoro-4-(trideuteriomethylsulfonyl)-1H-indol-5-yl]oxy]-2-fluoro-phenyl]-1H-imidazol-4-yl]-4-(trideuteriomethyl)chroman-8-yl]propanoic acid FC1=C(C(=C2C=CNC2=C1F)S(=O)(=O)C([2H])([2H])[2H])OC=1C=CC(=C(C1)C=1NC=C(N1)[C@]1(CCOC2=C(C=CC=C12)CCC(=O)O)C([2H])([2H])[2H])F